4-(((R)-1-(3-Bromophenyl)ethyl)amino)-6-methoxy-2-methylquinazolin BrC=1C=C(C=CC1)[C@@H](C)NC1=NC(=NC2=CC=C(C=C12)OC)C